4-bromo-1-((2-(trimethylsilyl)ethoxy)methyl)-1H-pyrazolo[3,4-b]Pyridine BrC1=C2C(=NC=C1)N(N=C2)COCC[Si](C)(C)C